C(C)(C)(C)C(C(=O)O[C@H]1[C@@H](CC1)[C@H]1N2C(C3=CC(=CC=C13)F)=CN=C2)OCCOCCOCCOCCOCCOC2=NC=CC(=C2)Br (1R,2S)-2-((R)-8-fluoro-5H-imidazo[5,1-a]isoindol-5-yl)cyclobutan-1-ol tert-butyl-17-[(4-bromopyridin-2-yl)oxy]-3,6,9,12,15-pentaoxaheptadecanoate